N-(4-(2-(5-Chloro-6-methoxypyridin-3-yl)propyl)-6-(((R)-1-hydroxy-4-methylpentan-2-yl)amino)-1,3,5-triazin-2-yl)methanesulfonamide ClC=1C=C(C=NC1OC)C(CC1=NC(=NC(=N1)N[C@@H](CO)CC(C)C)NS(=O)(=O)C)C